3-methylcarboxymethyl-1,2-dimethyl-1,4-dihydropyrimidinium CN1C([N+](C=CC1)(C)CC(=O)O)C